2-methyl-5-[(4-methyl-1,3-thiazol-5-yl)methoxy]-2H-indazole-3-carboxylic acid CN1N=C2C=CC(=CC2=C1C(=O)O)OCC1=C(N=CS1)C